ClC1=C(C=CC(=C1)Cl)C=1CCCC2=C(C1C1=CC=C(C=C1)O[C@@H]1CN(CC1)CCCF)C(=CC(=C2)C(=O)N)S(=O)(=O)C (S)-8-(2,4-dichlorophenyl)-9-(4-((1-(3-fluoropropyl)pyrrolidin-3-yl)oxy)phenyl)-(methylsulfonyl)-6,7-dihydro-5H-benzo[7]annulene-3-carboxamide